CS(=O)(=O)O.N[C@@H](C)C(=O)O |r| DL-Alanine, MethaneSulfonic Acid Salt